(5Z)-3-methyl-5-(quinazolin-6-ylmethylene)-2-thioxo-imidazolin-4-one CN1C(N\C(\C1=O)=C/C=1C=C2C=NC=NC2=CC1)=S